S1C(=CC=C1)C1OCCC(=C1)C 2-(thiophen-2-yl)-4-methyl-5,6-dihydro-2H-pyran